NC1=CC=C(C=C1)N(CCN(C)C1=CC=C(C=C1)N)C N,N'-bis(4-aminophenyl)-N,N'-dimethylethylenediamine